(S)-quinuclidin-3-yl (6-(3-(2-methoxyethoxy)phenyl)-2,2-dimethyl-2,3-dihydrobenzofuran-3-yl)carbamate COCCOC=1C=C(C=CC1)C1=CC2=C(C(C(O2)(C)C)NC(O[C@@H]2CN3CCC2CC3)=O)C=C1